ClC=1C=NC(=C(C(=O)NC2CCC(CC2)CN2C(N(C3=C2C=CC=C3)C=3C=NC(=CC3)O[C@H]3COCC3)=O)C1)C 5-chloro-2-methyl-N-((1R,4r)-4-((2-oxo-3-(6-(((R)-tetra-hydrofuran-3-yl)oxy)pyridin-3-yl)-2,3-dihydro-1H-benzo[d]imidazol-1-yl)methyl)cyclohexyl)nicotinamide